C[C@@H]1CN(C[C@@H](N1)C)C1=NC=C(C=N1)S(=O)(=O)C(C)C 2-[(3R,5S)-3,5-dimethylpiperazin-1-yl]-5-(propane-2-sulfonyl)pyrimidine